2-(4-cyclopropyl-6-methoxypyrimidin-5-yl)-6-((6-(1-isopropyl-4-(trifluoromethyl)-1H-imidazol-2-yl)pyridin-3-yl)methoxy)-7H-purine C1(CC1)C1=NC=NC(=C1C1=NC(=C2NC=NC2=N1)OCC=1C=NC(=CC1)C=1N(C=C(N1)C(F)(F)F)C(C)C)OC